ClC1=CC(=C(C=C1)C1=NC(=CC=2N=C(N(C(C21)=O)C)C)N2C[C@H](CCC2)C=2C=NNC2)F 5-(4-chloro-2-fluoro-phenyl)-2,3-dimethyl-7-((3R)-3-(1H-pyrazol-4-yl)-1-piperidinyl)-pyrido[4,3-d]pyrimidin-4(3H)-one